N-[2-(2,5-dichlorophenyl)-5-(2,6-difluoro-4-methoxyphenyl)-1-methyl-3-oxo-2,3-dihydro-1H-pyrazol-4-yl]-4-(difluoromethoxy)benzamide ClC1=C(C=C(C=C1)Cl)N1N(C(=C(C1=O)NC(C1=CC=C(C=C1)OC(F)F)=O)C1=C(C=C(C=C1F)OC)F)C